3-(4-ethoxyphenyl)-N-[3-(morpholin-4-yl)propyl]isoquinoline-1-carboxamide C(C)OC1=CC=C(C=C1)C=1N=C(C2=CC=CC=C2C1)C(=O)NCCCN1CCOCC1